dioleoylisopropyl-dimethylammonium C(CCCCCCC\C=C/CCCCCCCC)(=O)C([NH+](C)C(C)C)C(CCCCCCC\C=C/CCCCCCCC)=O